1-(2,6-dioxopiperidin-3-yl-3-methyl-2-oxo-2,3-dihydro-1H-benzo[d]imidazol-4-yl)acetaldehyde O=C1NC(CCC1N1C(N(C2=C1C=CC=C2C(C)=O)C)=O)=O